N-[[(2R,5S)-2-[3-(4-chlorophenyl)phenyl]-3-oxo-1,4-thiazepan-5-yl]methyl]-1H-pyrazole-3-carboxamide ClC1=CC=C(C=C1)C=1C=C(C=CC1)[C@H]1SCC[C@H](NC1=O)CNC(=O)C1=NNC=C1